FC(C)(F)C1=NC(=CC(=N1)N1CC2(C=3C=NC(=CC31)NC(C)=O)CC2)C(C)F N-(1'-(2-(1,1-difluoroethyl)-6-(1-fluoroethyl)pyrimidin-4-yl)-1',2'-dihydrospiro[cyclopropane-1,3'-pyrrolo[3,2-c]pyridin]-6'-yl)acetamide